ClC1=C(C=CC=C1)C1N(CCCCC1)C=1C=NC(=NC1)C(=O)N[C@H](C)\C=C\S(=O)(=O)C 5-(2-(2-Chlorophenyl)azepan-1-yl)-N-((R,E)-4-(methylsulfonyl)but-3-en-2-yl)pyrimidine-2-carboxamide